C(C)OC(CC(=CC)O[Si](C)(C)C)=O 3-((trimethylsilyl)oxy)pent-3-enoic acid ethyl ester